NC1=CC=CC(=N1)S(=O)(=O)NC(=O)C=1C(=NC=C(C1)C1=CC(=CC=C1)C(F)(F)F)N1C(CC(C1)C)(C)C N-[(6-Amino-2-pyridyl)sulfonyl]-5-[3-(trifluoromethyl)phenyl]-2-(2,2,4-trimethylpyrrolidin-1-yl)pyridin-3-carboxamid